NC1=CC(=C(C=C1OC)N1CCC(CC1)N1CCN(CC1)C(=O)OC(C)(C)C)C tert-Butyl 4-(1-(4-amino-5-methoxy-2-methylphenyl)piperidin-4-yl)piperazine-1-carboxylate